4-{[6-(5-chloro-2-fluorophenyl)-3-methylpyridazin-4-yl]amino}quinolin-7-yl 3-(pyrrolidin-1-yl)azetidine-1-carboxylate N1(CCCC1)C1CN(C1)C(=O)OC1=CC=C2C(=CC=NC2=C1)NC1=C(N=NC(=C1)C1=C(C=CC(=C1)Cl)F)C